FC(OC1=CC=CC=2C(N([C@H]3C=4N([C@@H](C21)C3)C3=C(N4)C=CC(=C3)C#CC(C)(C)NC(OC(C)(C)C)=O)C([2H])([2H])[2H])=O)F tert-butyl (4-((7R,14R)-1-(difluoromethoxy)-6-(methyl-d3)-5-oxo-5,6,7,14-tetrahydro-7,14-methanobenzo[f]benzo[4,5]imidazo[1,2-a][1,4]diazocin-11-yl)-2-methylbut-3-yn-2-yl)carbamate